N-(3-phenoxybenzyl)-6-((2,3,4,5-tetrafluoro-6-methylphenyl)sulfonyl)pyridin-2-amine O(C1=CC=CC=C1)C=1C=C(CNC2=NC(=CC=C2)S(=O)(=O)C2=C(C(=C(C(=C2C)F)F)F)F)C=CC1